yttrium triethoxide [O-]CC.[O-]CC.[O-]CC.[Y+3]